N-(cyanomethyl)-5-[3-methyl-5-[(1S)-1-[[3-methylsulfonyl-5-(1,1,2,2-tetrafluoroethoxy)benzoyl]amino]ethyl]-1,2,4-triazol-1-yl]pyrazine-2-carboxamide C(#N)CNC(=O)C1=NC=C(N=C1)N1N=C(N=C1[C@H](C)NC(C1=CC(=CC(=C1)OC(C(F)F)(F)F)S(=O)(=O)C)=O)C